FC1=CC=C2C=C(NC(C2=C1)=O)CCC(=O)N1CCC(=CC1)C1=CC=C(C#N)C=C1 4-(1-(3-(7-fluoro-1-oxo-1,2-dihydroisoquinolin-3-yl)propanoyl)-1,2,3,6-tetrahydropyridin-4-yl)benzonitrile